6,7-dimethoxyquinoline-3-carboxamide COC=1C=C2C=C(C=NC2=CC1OC)C(=O)N